(Z)-2-(2-fluoro-3-phenylbut-2-en-1-yl)isoindoline-1,3-dione F\C(\CN1C(C2=CC=CC=C2C1=O)=O)=C(\C)/C1=CC=CC=C1